diethyl 2-(2,2-diethoxyethyl)propanedioate C(C)OC(CC(C(=O)OCC)C(=O)OCC)OCC